6'-(5-amino-2-methylpyridin-3-yl)-2'-(2,6-difluoro-3,5-dimethoxyphenyl)-1'h-spiro[cyclopropane-1,4'-[2,7]naphthyridin]-3'(2'h)-one NC=1C=C(C(=NC1)C)C=1C=C2C3(C(N(CC2=CN1)C1=C(C(=CC(=C1F)OC)OC)F)=O)CC3